1-[3-[4-[4-(5-chlorooxazolo[4,5-b]pyridin-2-yl)piperazine-1-carbonyl]phenyl]-1,2,4-oxadiazol-5-yl]propan-2-one ClC1=CC=C2C(=N1)N=C(O2)N2CCN(CC2)C(=O)C2=CC=C(C=C2)C2=NOC(=N2)CC(C)=O